CC1N(CC(CC1)COC=1C(=NC=CC1)C(F)(F)F)C1=NC(=CN=C1)C=1SC=NN1 2-[2-Methyl-5-({[2-(trifluoromethyl)pyridin-3-yl]oxy}methyl)piperidin-1-yl]-6-(1,3,4-thiadiazol-2-yl)pyrazine